COOC(CCC)C=CCCCCCCCCCC(OCCCCCCCCCC)OCCCCCCCCCC didecyloxydodecenyl-butoxy methyl ether